ClC1=CC=C(CN2C(N(C(NC2=NC2=CC=C(C=C2)OC2=NC=CC=C2)=O)C[C@H](CC(=O)O)SC)=O)C=C1 (S)-4-(3-(4-chlorobenzyl)-2,6-dioxo-4-((4-(pyridin-2-yloxy)phenyl)imino)-3,6-dihydro-1,3,5-triazin-1(2H)-yl)-3-(methylthio)butanoic acid